N,N-bis(2,3-dihydroxypropyl)-5-amino-2,4,6-triiodoisophthalamide OC(CN(C(C1=C(C(C(=O)N)=C(C(=C1I)N)I)I)=O)CC(CO)O)CO